P1(OOCCC1)C=1C=CC=C(C1C(=O)[O-])C(=O)[O-] 3,2-dioxaphosphorinanephthalate